C1(=CC(=CC=C1)CC(=O)N1C[C@@H](CC[C@@H]1C)C(=O)OC)C1=CC=CC=C1 methyl (3R,6S)-1-(2-([1,1'-biphenyl]-3-yl)acetyl)-6-methylpiperidine-3-carboxylate